3-amino-4'-fluoro-[1,1'-biphenyl]-2,4-dinitrile NC1=C(C(=CC=C1C#N)C1=CC=C(C=C1)F)C#N